CC(CN1C(=O)C2C3C=CC(C2C1=O)C3)CCCCC N-(2-methylheptyl)-bicyclo[2.2.1]Hept-5-ene-2,3-dicarboximide